sec-butyl octadecyl phosphate P(=O)(OC(C)CC)(OCCCCCCCCCCCCCCCCCC)[O-]